FC1=C(C=CC=C1OC)C1=NC2=CC=C(C=C2C(N1)=O)C1CCN(CC1)C 2-(2-fluoro-3-methoxyphenyl)-6-(1-methylpiperidin-4-yl)quinazolin-4(3H)-one